4-(tert-butyl)-2-(6-(methyldiphenylsilyl)dibenzo[b,d]furan-4-yl)pyridine (M)-3-chloro-4-((3,5-difluoropyridin-2-yl)methoxy)-5',6-dimethyl-2-oxo-2H-[1,4'-bipyridyl]-2'-carboxylate ClC=1C(N(C(=CC1OCC1=NC=C(C=C1F)F)C)C1=CC(=NC=C1C)C(=O)O)=O.C(C)(C)(C)C1=CC(=NC=C1)C1=CC=CC2=C1OC1=C2C=CC=C1[Si](C1=CC=CC=C1)(C1=CC=CC=C1)C